[Mn+2].[Li+].[O-2].[Mn+2] manganese oxide lithium manganese